BrC1=CN=C(C2=CC(=C(C=C12)C#N)OC(C)C)OC[C@H]1NC(CC1)=O (S)-4-bromo-7-isopropoxy-1-((5-oxopyrrolidin-2-yl)methoxy)isoquinoline-6-carbonitrile